[Cl-].C(C=C)[NH+](CC(=O)OCCCC)CC=C N,N-diallyl-N-butoxycarbonylmethylammonium chloride